[Cl-].C(CCCCCCC)[N+](C)(C)CCCCCCCCCC n-octyl-decyl-dimethyl-ammonium chloride